(2-(piperidin-4-yl)quinolin-4-yl)propane-1,3-diamine N1CCC(CC1)C1=NC2=CC=CC=C2C(=C1)C(CCN)N